ClC=1C=C2C(=CC(=NC2=CC1)C(F)(F)F)N[C@@H]1C[C@@H](CCC1)NC(=O)N1CCN(CC1)C(C(C)C)=O N-[(1R,3S)-3-{[6-chloro-2-(trifluoromethyl)quinolin-4-yl]amino}cyclohexyl]-4-(2-methylpropanoyl)piperazine-1-carboxamide